N-(2-chloro-4-(2,5-difluorophenyl)pyridin-3-yl)-2-isopropoxypyrimidine-5-carboxamide ClC1=NC=CC(=C1NC(=O)C=1C=NC(=NC1)OC(C)C)C1=C(C=CC(=C1)F)F